BrC1=CC(=C(C(=C1)OCC1=CC=C(C=C1)OC)N1CC(NS1(=O)=O)=O)F 5-[4-bromo-2-fluoro-6-[(4-methoxyphenyl)methoxy]phenyl]-1,1-dioxo-1,2,5-thiadiazolidin-3-one